tert-butyl (S)-3-(2-(((R)-2-(5-fluoropyridin-3-yl)-2-hydroxyethyl)amino)-2-methylpropyl)piperidine-1-carboxylate FC=1C=C(C=NC1)[C@H](CNC(C[C@H]1CN(CCC1)C(=O)OC(C)(C)C)(C)C)O